1-benzyl-3-(2,4-dichlorophenyl)-5-methylquinolin-2(1H)-one C(C1=CC=CC=C1)N1C(C(=CC2=C(C=CC=C12)C)C1=C(C=C(C=C1)Cl)Cl)=O